2-(bromomethyl)-4-fluoro-1-methoxybenzene BrCC1=C(C=CC(=C1)F)OC